Ethyl 3,4-diaminocyclopentane-1-carboxylate NC1CC(CC1N)C(=O)OCC